BrC=1C(=C(C=C(C1O)C(C)C)C1(OS(C2=C1C=CC=C2)(=O)=O)C2=C(C(=C(C(=C2)C(C)C)O)Br)C)C 3,3-bis[3-bromo-4-hydroxy-2-methyl-5-(propan-2-yl)phenyl]-2,1λ6-benzoxathiole-1,1(3H)-dione